N-(1,3-dihydroxy-2-methylpropan-2-yl)-2-methyl-5-{[2-(trifluoromethyl)pyridin-3-yl]methoxy}-2H-indazole-3-carboxamide OCC(CO)(C)NC(=O)C=1N(N=C2C=CC(=CC12)OCC=1C(=NC=CC1)C(F)(F)F)C